C(#N)C1=C(OC2=CC=C3N=CC(=NC3=C2)C2CC3(CN(C3)C(=O)OC(C)(C)C)C2)C(=CC=C1NS(N(C)CC)(=O)=O)F tert-butyl 6-[7-[2-cyano-3-[[ethyl(methyl)sulfamoyl]amino]-6-fluoro-phenoxy]quinoxalin-2-yl]-2-azaspiro[3.3]heptane-2-carboxylate